COC(CC1N(CCCC1)CC=1C=NC2=C(N=CC=C2C1)NC=1C(=C(C=CC1)C1=C(C(=CC=C1)OCCCN1CC(CC1)O)C)C)=O 1-((8-((3'-(3-(3-hydroxypyrrolidin-1-yl)propoxy)-2,2'-dimethyl-[1,1'-biphenyl]-3-yl)amino)-1,7-naphthyridin-3-yl)methyl)piperidine-2-acetic acid methyl ester